N(=C=O)CCCCCCN(C(N(CCCCCCN=C=O)CCCCCCN=C=O)=O)C(=O)N tris-(isocyanatohexyl)-biuret